3-(6-(4-((1-(4-((1R,2S)-6-hydroxy-2-phenyl-1,2,3,4-tetrahydronaphthalen-1-yl)phenyl)piperidin-4-yl)methyl)piperazin-1-yl)-1-methyl-1H-indazol-3-yl)piperidine-2,6-dione OC=1C=C2CC[C@@H]([C@@H](C2=CC1)C1=CC=C(C=C1)N1CCC(CC1)CN1CCN(CC1)C1=CC=C2C(=NN(C2=C1)C)C1C(NC(CC1)=O)=O)C1=CC=CC=C1